(isopropylphenyl)phosphine tert-Butyl-(2-amino-5-(trifluoromethyl)pyridin-3-yl)(methyl)carbamate C(C)(C)(C)OC(N(C)C=1C(=NC=C(C1)C(F)(F)F)N)=O.C(C)(C)C1=C(C=CC=C1)P